BrC1=CC=C(CB2OC(C(O2)(C)C)(C)C)C=C1 2-(4-bromobenzyl)-4,4,5,5-tetramethyl-1,3,2-dioxaborolan